(S)-5-phenyl-4-(pyrazolo[1,5-a]pyridin-2-yl)-4,5,6,7-tetrahydro-1H-imidazo[4,5-c]pyridine C1(=CC=CC=C1)N1[C@@H](C2=C(CC1)NC=N2)C2=NN1C(C=CC=C1)=C2